1,3-bis(aminopropyl)benzene NCCCC1=CC(=CC=C1)CCCN